pyridineyl chloride N1=C(C=CC=C1)Cl